C1(=CC=CC=C1)N1N=NC(=C1)CN(C=1C=C(C=CC1)C)N1C(=CC=C1)C(=O)O (((1-phenyl-1H-1,2,3-triazol-4-yl)methyl)(m-tolyl)amino)-1H-pyrrole-2-carboxylic acid